3-[N',N''-bis(2-tertbutyloxycarbonylaminoethyl)guanidino]-N,N-dimyristylpropionamide C(C)(C)(C)OC(=O)NCCN=C(NCCC(=O)N(CCCCCCCCCCCCCC)CCCCCCCCCCCCCC)NCCNC(=O)OC(C)(C)C